5-(2-chloroethyl)imidazole-2,4-dione ClCCC=1C(NC(N1)=O)=O